C1(CC1)C=1C(=NON1)C(=O)N[C@H](C=1N=C2N(N=CC(=C2)C[C@@H]2C(N[C@H](C2)CC)=O)C1)C1CCC(CC1)(F)F |o1:21,24| 4-Cyclopropyl-N-[(S)-(4,4-difluorocyclohexyl)-[7-[[(3S*,5S*)-5-ethyl-2-oxo-pyrrolidin-3-yl]methyl]imidazo[1,2-b]pyridazin-2-yl]methyl]-1,2,5-oxadiazole-3-carboxamide